tert-butyl 5-(2-cyano-2-(tetrahydro-1λ4-thiophen-1-ylidene) acetyl)-6-methyl-2,3-dihydro-1H-pyrrolizine-7-carboxylate C(#N)C(C(=O)C=1N2CCCC2=C(C1C)C(=O)OC(C)(C)C)=S1CCCC1